C(C)(C)(C)[C@@H]1COC2=C(C=3N1C=C(C(C3)=O)C(=O)O)N=C(C(=C2)OCCCOC)Cl (R)-7-(tert-butyl)-2-chloro-3-(3-methoxypropoxy)-11-oxo-6,7-dihydro-11H-dipyrido[1,2-d:2',3'-f][1,4]oxazepine-10-carboxylic acid